ClC=1C=C(C(=O)N2CC=3C(=NN4C3C(N(C[C@H]4CO)C(C)C=4C=NC(=CC4)C(F)F)=O)C[C@H]2C)C=CC1Cl (3R,7S)-2-(3,4-Dichlorobenzoyl)-9-(1-(6-(difluoromethyl)pyridin-3-yl)ethyl)-7-(hydroxymethyl)-3-methyl-1,2,3,4,8,9-hexahydropyrido[4',3':3,4]pyrazolo[1,5-a]pyrazin-10(7H)-one